5-[4-[[rel-(3R)-Tetrahydrofuran-3-yl]methylamino]pyrido[3,4-d]pyridazin-1-yl]-2,3-dihydrobenzofuran-4-ol O1C[C@H](CC1)CNC=1N=NC(=C2C1C=NC=C2)C2=CC=C1C(CCO1)=C2O |o1:2|